C(CCCCC)C(CC(C(=O)O)CCCN(C(=O)OCC=O)CCCCCCCCCC)CCCCCC 2-hexyloctyl-5-(decyl((2-oxoethoxy)carbonyl)amino)pentanoic acid